O=C1N(C(CC1)=O)OC(=O)[C@H]1[C@@H](C1)CCCC (1R,2R)-2-butylcyclopropane-1-carboxylic acid 2,5-dioxopyrrolidin-1-yl ester